ClC=1C(=C(C=CC1)NC(=O)C1=CC(=CC=2NC(=NC21)[C@@H]2NC(CC2)=O)NC(=O)C2=C(C=CC=C2)C(F)(F)F)C N-(3-chloro-2-methylphenyl)-2-[(2R)-5-oxopyrrolidin-2-yl]-6-({[2-(trifluoromethyl)phenyl]carbonyl}amino)-1H-benzimidazole-4-carboxamide